5-chloro-2-methyl-3-isothiazolone ClC1=CC(N(S1)C)=O